C(CC)S(=O)(=O)OC(C)C isopropyl propyl-sulfonate